F[C@H]1[C@@H]2CCC(C[C@H]1N(C=1N=CC(=NC1)C1=C(C=C(C=C1)N1C=NC(=C1)C#N)O)C)N2 1-[4-(5-{[(1S,2S,3R)-2-fluoro-8-azabicyclo[3.2.1]octan-3-yl](methyl)amino}pyrazin-2-yl)-3-hydroxyphenyl]-1H-imidazole-4-carbonitrile